C1(=CC=CC=C1)CCOC(CC1=CC=CC=C1)=O PHENYLETHYLPHENYLACETAT